C(C=C)C1(N(CCC12OCCCC2)C(=O)[O-])O allyl-hydroxy-6-oxa-2-azaspiro[4.5]decane-2-carboxylate